COC1=C(C(=CC(=C1)C)C)B(O)O (2-Methoxy-4,6-dimethylphenyl)boronic acid